COC=1C=C(C=C(C1)OC)[C@@H](CC1=CC=CC=C1)\N=C(\C1=CC=C(C=C1)C(F)(F)F)/C#N (R,Z)-N-(1-(3,5-dimethoxyphenyl)-2-phenylethyl)-4-(trifluoromethyl)benzimidoyl cyanide